C(C1=CC=CC=C1)O[C@H]1[C@H](O[C@@]2(C=CCO2)[C@@H]([C@H]1N1N=NC(=C1)C1=CC(=C(C(=C1)F)F)F)OCC1=CC=CC=C1)COCC1=CC=CC=C1 1-((5S,7R,8R,9S,10R)-8,10-bis(benzyloxy)-7-((benzyloxy)methyl)-1,6-dioxaspiro[4.5]Dec-3-en-9-yl)-4-(3,4,5-trifluoroPhenyl)-1H-1,2,3-triazole